tert-butyl (3S,5R)-4-(6-chloro-7-(2-fluoro-5-methylphenyl)-1-(2-isopropyl-4-methylpyridin-3-yl)-2-oxo-1,2-dihydropyrido[2,3-d]pyrimidin-4-yl)-3,5-dimethylpiperazine-1-carboxylate ClC1=CC2=C(N(C(N=C2N2[C@H](CN(C[C@H]2C)C(=O)OC(C)(C)C)C)=O)C=2C(=NC=CC2C)C(C)C)N=C1C1=C(C=CC(=C1)C)F